OCCOCCOCCOCC1C2C=CC(C1)C2 5-[2-[2-(2-Hydroxyethoxy)ethoxy]ethoxymethyl]bicyclo[2.2.1]hept-2-en